copper carbamimidoyl nitrate [N+](=O)(OC(N)=N)[O-].[Cu]